2-[4-Bromo-1-(1H-pyrrolo[2,3-b]pyridin-4-yl)-1H-pyrazol-3-yl]-isoindole-1,3-dione BrC=1C(=NN(C1)C1=C2C(=NC=C1)NC=C2)N2C(C1=CC=CC=C1C2=O)=O